CC(C(=O)O)C1=C(C=C(C(=C1)F)Br)F methyl-2-(4-bromo-2,5-difluorophenyl)acetic acid